1-(3-chlorophenyl)cyclopentane-1-carboxylic acid chloride ClC=1C=C(C=CC1)C1(CCCC1)C(=O)Cl